C(OCCC1=C(C(N(C12CCN(CC2)OC)C)=O)C2=C(C=C(C=C2C)Cl)C)([O-])=O 3-(4-chloro-2,6-dimethylphenyl)-8-methoxy-1-methyl-2-oxo-1,8-diazaspiro[4.5]dec-3-en-4-yl-ethyl carbonate